C(C)OC(CN1N=C(C=2C(=CC=CC12)C1=C(C=C2C=NN(C2=C1)C)F)CC)=O.FC(C=1C=C(C=C(C1)C(F)(F)F)C1=CC=C(C(=O)N2CCN(CC2)C2=NC3=CC=CC=C3C(N2)=O)C=C1)(F)F 2-[4-[4-[3,5-Bis(trifluoromethyl)phenyl]benzoyl]piperazin-1-yl]-3H-quinazolin-4-one ethyl-2-{3-ethyl-5'-fluoro-1'-methyl-[4,6'-biindazol]-1-yl}acetate